CN1C=C(C=2C(N(C=CC21)[C@@H]2COCC2)=O)NC(OC(C)(C)C)=O (S)-tert-butyl (1-methyl-4-oxo-5-(tetrahydrofuran-3-yl)-4,5-dihydro-1H-pyrrolo[3,2-c]pyridin-3-yl)carbamate